CC(C(=O)N)(C)O[C@H](C(F)(F)F)C methyl-2-(((s)-1,1,1-trifluoropropan-2-yl)oxy)propanamide